Tert-butyl 4-[1-[1-[(4-methoxyphenyl)methyl]-2,6-dioxo-3-piperidyl]-3-methyl-2-oxo-benzimidazol-4-yl]-2,2-dimethyl-piperazine-1-carboxylate COC1=CC=C(C=C1)CN1C(C(CCC1=O)N1C(N(C2=C1C=CC=C2N2CC(N(CC2)C(=O)OC(C)(C)C)(C)C)C)=O)=O